3-((4-(benzyloxy)-4-oxobutyl)bis(3-sulfopropyl)ammonio)propane-1-sulfonate C(C1=CC=CC=C1)OC(CCC[N+](CCCS(=O)(=O)[O-])(CCCS(=O)(=O)O)CCCS(=O)(=O)O)=O